FC1=CC(=C(N(C)[C@H]2[C@H](CN(CC2)C(=O)OC(C)(C)C)C)C=C1)C tert-butyl (3S,4R)-4-(4-fluoro-N,2-dimethyl-anilino)-3-methyl-piperidine-1-carboxylate